(6R,12R)-17-amino-12-methyl-6,15-bis(trifluoromethyl)-10,13,19-trioxa-3,4,18-triazatricyclo[12.3.1.12,5]nonadeca-1(18),2,4,14,16-pentaen-6-ol NC1=CC(=C2O[C@@H](COCCC[C@](C3=NN=C(C1=N2)O3)(O)C(F)(F)F)C)C(F)(F)F